N-propargyl-sulfinamide C(C#C)NS=O